N-phenylthiazole C1(=CC=CC=C1)N1CSC=C1